FC=1OOC1 fluorodioxetine